C1(CC1)C=1N=NN(C1)[C@@H](C(=O)N1C(CC(C1)O)C(=O)NCC1C(CCCC1)NS(=O)(=O)C)C(C)(C)C 1-[(2R)-2-(4-cyclopropyl-triazol-1-yl)-3,3-dimethyl-butyryl]-4-hydroxy-N-[[2-(methylsulfonylamino)cyclohexyl]methyl]pyrrolidine-2-carboxamide